NC1=C2C(=NC=N1)N(N=C2C2=CC=C(C=C2)OC2=CC=CC=C2)C2CCN(CC2)C2CN(CC2)CCCCC#CC2=CC=C(C=C2)N2C(NC(CC2)=O)=O 1-(4-(6-(3-(4-(4-amino-3-(4-phenoxyphenyl)-1H-pyrazolo[3,4-d]pyrimidin-1-yl)piperidin-1-yl)pyrrolidin-1-yl)hex-1-yn-1-yl)phenyl)dihydropyrimidine-2,4(1H,3H)-dione